C(C)OC(C(=O)C=1OC(=CC1)CN1CC(CCC1)C(F)(F)F)=C 2-ethoxy-1-(5-((3-(trifluoromethyl)piperidin-1-yl)methyl)furan-2-yl)prop-2-en-1-one